ClC=1C=C(C(=NC1)N1C([C@H](N(C(C1)=O)CC1=CC=C(C=C1)C(F)(F)F)CNC(C)=O)=O)F (R)-N-((4-(5-chloro-3-fluoropyridin-2-yl)-3,6-dioxo-1-(4-(trifluoromethyl)benzyl)piperazin-2-yl)methyl)acetamide